{4-(naphthalene-2-yl)phenyl}-(phenanthrene-9-yl)-(1,1':2',1''-terphenyl-5'-yl)amine C1=C(C=CC2=CC=CC=C12)C1=CC=C(C=C1)N(C1=CC=C(C(=C1)C1=CC=CC=C1)C1=CC=CC=C1)C=1C2=CC=CC=C2C=2C=CC=CC2C1